BrC1=CC2=C(OC3=C2C=C(C=C3)Br)C=C1 2,8-dibromodibenzo[b,d]furan